Propane-2-sulfonic acid [4-(4-phenoxy-phenoxy)-tetrahydro-furan-3-yl]-amide O(C1=CC=CC=C1)C1=CC=C(OC2C(COC2)NS(=O)(=O)C(C)C)C=C1